ClC1=CC=C(C=C1)C1=NC(=NC=C1)S 4-(4-chlorophenyl)pyrimidine-2-thiol